C(#C)[C@]1([C@H](C[C@@H](O1)N1C2=NC(=NC(=C2N=C1)NC(CCC)=O)F)O)CO N-[9-[(2R,4S,5R)-5-ethynyl-4-hydroxy-5-(hydroxymethyl)tetrahydrofuran-2-yl]-2-fluoro-purin-6-yl]butanamide